ClC1=NC(=NC=C1C(F)(F)F)NC1CCN(CC1)S(=O)(=O)C=1C=NN(C1)C 4-chloro-N-[1-(1-methylpyrazol-4-yl)sulfonylpiperidin-4-yl]-5-(trifluoromethyl)pyrimidin-2-amine